(4-methoxybenzyl)-N-(1-phenethylpiperidin-4-yl)propanamide COC1=CC=C(CC(C(=O)NC2CCN(CC2)CCC2=CC=CC=C2)C)C=C1